3-[2-[bis(2-carboxyethyl)amino]ethyl-(2-carboxy-ethyl)amino]propanoic acid C(=O)(O)CCN(CCN(CCC(=O)O)CCC(=O)O)CCC(=O)O